3-methoxy-p-methylcinnamic acid COC=1C=C(C=CC(=O)O)C=CC1C